O=C1NC(CCC1N1C(C2=CC=C(C=C2C1=O)CN1CCN(CC1)C=1SC=CC1)=O)=O 2-(2,6-dioxopiperidin-3-yl)-5-((4-(thiophen-2-yl)piperazin-1-yl)methyl)isoindoline-1,3-dione